BrCC=1C(=NOC1C=1C=NN(C1C(F)(F)F)C[C@@H](C)O)C1=C(C=CC=C1F)Cl (2R)-1-{4-[4-(bromomethyl)-3-(2-chloro-6-fluorophenyl)-1,2-oxazol-5-yl]-5-(trifluoromethyl)-1H-pyrazol-1-yl}propan-2-ol